picoline-2-ylcarbamate N1C(C=CC=C1)(C)NC([O-])=O